O1CCN(CC1)[C@@H](C)C1=CC=C(COC2=C3CN(C(C3=CC=C2)=O)C2C(NC(CC2)=O)=O)C=C1 3-(4-((4-((S)-1-morpholinoethyl)benzyl)oxy)-1-oxoisoindolin-2-yl)piperidine-2,6-dione